cis-8-Dimethylamino-3-[2-(1-methyl-1H-pyrrolo[2,3-b]pyridin-4-yl)-pyrimidin-5-yl]-8-phenyl-1,3-diazaspiro[4.5]decan-2-one CN(C1(CCC2(CN(C(N2)=O)C=2C=NC(=NC2)C2=C3C(=NC=C2)N(C=C3)C)CC1)C1=CC=CC=C1)C